OC1=CC=C2C/C(/C(C2=C1)=O)=C\C=C\C1=C(C=CC(=C1)C(=O)O)C1=CC=CC=C1 ((E)-3-((E)-6-Hydroxy-1-oxo-1,3-dihydro-2H-inden-2-ylidene)prop-1-en-1-yl)-[1,1'-biphenyl]-4-carboxylic acid